CC(=O)NC1=NC2=C(C(=O)N1)N=CN2C(=O)C N,9-diacetylguanine